methyl 3-(bromomethyl)-5-iodo-2-methoxybenzoate BrCC=1C(=C(C(=O)OC)C=C(C1)I)OC